FC1=C(C=C(C=C1)OC)NC1=NC=CC2=CC(=CC=C12)C 1-((2-fluoro-5-methoxyphenyl)amino)-6-methylisoquinoline